ClC1=NC=C(C(=N1)NCC1=CC=C(C=C1)Cl)C(=O)N 2-chloro-4-((4-chlorobenzyl)amino)pyrimidin-5-carboxamide